(5s,7s)-2-[(R)-difluoromethylsulfinyl]-7-fluoro-5-(2-fluorophenyl)-6,7-dihydro-5H-pyrrolo[1,2-b][1,2,4]triazole FC([S@](=O)C=1N=C2N(N1)[C@@H](C[C@@H]2F)C2=C(C=CC=C2)F)F